C(OC1=CC=C(C=C1)[N+](=O)[O-])([O-])=O (R)-4-nitrophenyl carbonate